C(=O)OC(CCC)CCCC 4-octyl formate